5-(2-(3-bromophenyl)-2-methylpropyl)-4-methyl-4H-1,2,4-triazole-3-thiol BrC=1C=C(C=CC1)C(CC=1N(C(=NN1)S)C)(C)C